C[C@@H]1CC[C@H](CC1)C1=NNC(=C1)N 3-(trans-4-methylcyclohexyl)-1H-pyrazol-5-amine